C(C)(=O)NNC(C=1C(O)=CC=CC1)=O N-Acetyl-N'-salicyloylhydrazin